[Ge]=S.[Ag].[S] sulfur silver germanium sulfide